3-cyclopropyl-N-(2-fluoro-2-methyl-propyl)-7-(1H-pyrazolo[3,4-c]pyridin-4-ylamino)-7,8-dihydro-6H-cyclopenta[g]isoquinoline-5-sulfonamide, formate salt C(=O)O.C1(CC1)C=1N=CC=2C=C3C(=C(C2C1)S(=O)(=O)NCC(C)(C)F)CC(C3)NC3=C1C(=CN=C3)NN=C1